4-(4-phenyl-n-butyl)-styrene C1(=CC=CC=C1)CCCCC1=CC=C(C=C)C=C1